C(C)OC(\C=C\OC1=CC2=C(N(CC(CS2(=O)=O)(CCCC)CCCC)C2=CC=C(C=C2)C(NC(C)(C)C)=O)C=C1SC)=O (E)-3-((3,3-dibutyl-5-(4-(tert-butylcarbamoyl)phenyl)-7-(methylsulfanyl)-1,1-dioxido-2,3,4,5-tetrahydro-1,5-benzothiazepin-8-yl)oxy)acrylic acid ethyl ester